1,2-diazacyclohexane N1NCCCC1